CC(C)(C)[S@](=O)N[C@H](C#C[Si](C)(C)C)C1=C(C(=CC=C1)C(F)(F)F)C (S)-2-methyl-N-[(1S)-1-[2-methyl-3-(trifluoromethyl)phenyl]-3-(trimethylsilyl)prop-2-yn-1-yl]propane-2-sulfinamide